NC1=NC=CC(=C1F)C1=NNC2=NC(=CN=C21)N2CCC1(CC2)C(C2=CC=CC=C2C1)N (3-(2-amino-3-fluoropyridin-4-yl)-1H-pyrazolo[3,4-b]pyrazin-6-yl)-1,3-dihydrospiro[indene-2,4'-piperidin]-1-amine